COC1=C(C(C1=O)=O)NC=1C=C(C(=O)N)C=CC1 3-((2-methoxy-3,4-dioxocyclobut-1-en-1-yl)amino)benzamide